bis(p-methoxyphenyl)-5-phenylimidazole COC1=CC=C(C=C1)C=1N=C(NC1C1=CC=CC=C1)C1=CC=C(C=C1)OC